10-fluoro-9-((4-(((S)-1-(4-fluorophenyl)-2-hydroxyethyl)amino)-5-(1,3,4-oxadiazol-2-yl)pyrimidin-2-yl)amino)-1,3,4,10b-tetrahydro-6H-[1,4]oxazino[3,4-a]isoindol-6-one FC=1C(=CC=C2C(N3C(C12)COCC3)=O)NC3=NC=C(C(=N3)N[C@H](CO)C3=CC=C(C=C3)F)C=3OC=NN3